FC=1C=C(C=CC1F)C1(OCCN2C1NN1C(C2=O)=CC(C=C1)=O)CC1=CC=CC=C1 (10S)-(3,4-difluorophenyl)(phenylmethyl)-3,4,12,12a-tetrahydro-1H-[1,4]oxazino[3,4-c]pyrido[2,1-f][1,2,4]triazine-6,8-dione